(4-bromo-5-fluoro-2-methoxyphenyl)-7-fluoro-2-oxo-1,2-dihydroquinoline-6-sulfonic acid perfluorophenyl ester FC1=C(C(=C(C(=C1F)F)F)F)OS(=O)(=O)C=1C=C2C=CC(N(C2=CC1F)C1=C(C=C(C(=C1)F)Br)OC)=O